2-(4-((2-(bis(2-(acetoxymethoxy)-2-oxoethyl)amino)-5-nitrophenoxy)methyl)-1H-1,2,3-triazol-1-yl)acetic acid C(C)(=O)OCOC(CN(C1=C(OCC=2N=NN(C2)CC(=O)O)C=C(C=C1)[N+](=O)[O-])CC(OCOC(C)=O)=O)=O